Cl.ClC=1C=CC(=C(C1)C=1N=CN(C(C1)=O)[C@H]1CCCCCNC([C@@H]2CNCCN2C=2C=CC=C1C2)=O)N2N=NC(=C2)Cl (7s,15s)-15-{4-[5-chloro-2-(4-chloro-1H-1,2,3-triazol-1-yl)phenyl]-6-oxo-1,6-dihydropyrimidin-1-yl}-2,5,9-triazatricyclo[14.3.1.02,7]eicosa-1(20),16,18-trien-8-one hydrochloride